α-Acryloyloxy-β,β-dimethyl-γ-butyrolacton C(C=C)(=O)OC1C(=O)OCC1(C)C